CCCCCCCCCCCCCCCCCCCCC(=O)N[C@@H](CO[C@H]1[C@@H]([C@H]([C@@H]([C@H](O1)CO)O[C@H]2[C@@H]([C@H]([C@H]([C@H](O2)CO)O)O[C@@]3(C[C@@H]([C@H]([C@@H](O3)[C@@H]([C@@H](CO)O)O)NC(=O)C)O)C(=O)O)O)O)O)[C@@H](/C=C/CCCCCCCCCCCCC)O The molecule is a sialotriaosylceramide consisting of beta-D-GalNAc-(1->4)-[alpha-Neu5Ac-(2->3)]-beta-D-Gal-(1->4)-beta-D-Glc attached to the primary hydroxy function of ceramide(d18:1/21:0). It has a role as a mouse metabolite. It derives from a henicosanoic acid.